NCC=1C(=C(C(=CC1)C(F)(F)F)C1=NC(=C(C(N1)=O)F)CC)F 2-[3-(aminomethyl)-2-fluoro-6-(trifluoromethyl)phenyl]-6-ethyl-5-Fluoropyrimidin-4(3H)-one